(1S,3S)-3-amino-N-[2-(2,5-dioxo-2,5-dihydro-1H-pyrrol-1-yl)ethyl]cyclopentancarboxamid N[C@@H]1C[C@H](CC1)C(=O)NCCN1C(C=CC1=O)=O